COC1=NC=C(C=C1C(=O)N)NC(C(N1[C@H](CC[C@@H](C1)C)C=1C=CC2=C(N=C(S2)C2CCNCC2)C1)=O)=O 2-methoxy-5-[[2-oxo-2-[(2R,5S)-5-methyl-2-[2-(4-piperidyl)-1,3-benzothiazol-5-yl]-1-piperidyl]acetyl]amino]pyridine-3-carboxamide